C1COCCC1ON O-(tetrahydro-2H-pyran-4-yl)hydroxylamine